N1N=CC=C1C=1C=CC(=NC1)OC=1C=C(C=CC1)C1=NOC(=N1)C[C@@H](C(=O)OCC1=CC=CC=C1)NC(=O)OC(C)(C)C benzyl (S)-3-(3-(3-((5-(1H-pyrazol-5-yl)pyridin-2-yl)oxy)phenyl)-1,2,4-oxadiazol-5-yl)-2-((tert-butoxycarbonyl)amino)propanoate